ClC1=NN2C(C=C(C=C2)F)=N1 2-chloro-7-fluoro-[1,2,4]triazolo[1,5-a]pyridine